tert-Butyl (1R,3S,5R)-3-(2-(3-acetyl-5-(2-methylpyrimidin-5-yl)-1H-indazol-1-yl)acetyl)-2-azabicyclo[3.1.0]hexane-2-carboxylate C(C)(=O)C1=NN(C2=CC=C(C=C12)C=1C=NC(=NC1)C)CC(=O)[C@H]1N([C@@H]2C[C@@H]2C1)C(=O)OC(C)(C)C